4-Chloro-N6-[[6-(5,6,7,8-tetrahydroimidazo[1,2-a]pyridin-7-ylmethoxy)-3-pyridyl]methyl]isoquinoline-1,6-diamine ClC1=CN=C(C2=CC=C(C=C12)NCC=1C=NC(=CC1)OCC1CC=2N(CC1)C=CN2)N